4-((5-cyano-6-(4-fluorophenyl)-3-nitropyridin-2-yl)amino)benzyl acetate C(C)(=O)OCC1=CC=C(C=C1)NC1=NC(=C(C=C1[N+](=O)[O-])C#N)C1=CC=C(C=C1)F